C(C)(C)C1=C(C(=CC(=C1)C(C)C)C(C)C)C1=C(C(=C2C=CC=CC2=C1)C=1C(=C(C=C2C=CC=CC12)C1=C(C=C(C=C1C(C)C)C(C)C)C(C)C)O)O (S)-3,3'-di(2,4,6-triisopropylphenyl)-[1,1'-binaphthalene]-2,2'-diol